N-(2-((R)-4-Cyanothiazolidin-3-yl)-2-oxoethyl)-6-((R)-3-fluoropyrrolidin-1-yl)-quinoline-4-carboxamide C(#N)[C@H]1N(CSC1)C(CNC(=O)C1=CC=NC2=CC=C(C=C12)N1C[C@@H](CC1)F)=O